F[C@H]1[C@]2(C1)CN(C(C1=CC=C(C=C12)I)=O)CC(=O)NC1CC(C1)(C)O 2-[(2'R,4S)-2'-fluoro-6-iodo-1-oxospiro[3H-isoquinoline-4,1'-cyclopropane]-2-yl]-N-(cis-3-hydroxy-3-methylcyclobutyl)acetamide